C(C1=CCC(C(C)(O)C)CC1)([2H])([2H])[2H] alpha-terpineol-d3